4-bromo-N-(4-bromo-3-fluoro-phenyl)-2-fluoro-6-methyl-benzamide BrC1=CC(=C(C(=O)NC2=CC(=C(C=C2)Br)F)C(=C1)C)F